NC=1C(=C(C=C2C=C(N=CC12)NC(OC1CCN(CC1)CC(F)(F)F)=O)C1=C(C2=C(OCCN2)N=C1)C)F 1-(2,2,2-Trifluoroethyl)piperidin-4-yl (8-amino-7-fluoro-6-(8-methyl-2,3-dihydro-1H-pyrido[2,3-b][1,4]oxazin-7-yl)isoquinolin-3-yl)carbamate